2-(4-cyclopropylpyridin-2-yl)-3-(trifluoromethyl)-4,10-dihydrobenzo[f]pyrazolo[5,1-c][1,4]oxazepine C1(CC1)C1=CC(=NC=C1)C1=NN2C(COC3=C(C2)C=CC=C3)=C1C(F)(F)F